C(C)(C)(C)[S@@](=O)NC1(COC1)C1=C(C=C(C=C1)CC(=O)OCC)F |r| (±)-ethyl 2-[4-[3-(tert-butylsulfinylamino)oxetan-3-yl]-3-fluoro-phenyl]acetate